silver 2,2,3,5-tetramethylhexanoate CC(C(=O)[O-])(C(CC(C)C)C)C.[Ag+]